(7-(1-Ethyl-1H-pyrazol-5-yl)-2-(1H-pyrrolo[2,3-b]pyridin-4-yl)thieno[3,2-d]pyrimidine-4-yl)-3-methylmorpholine C(C)N1N=CC=C1C1=CSC2=C1N=C(N=C2N2C(COCC2)C)C2=C1C(=NC=C2)NC=C1